5-tert-butyl 4-ethyl 1-vinyl-5-azaspiro[2.4]heptane-4,5-dicarboxylate C(=C)C1CC12C(N(CC2)C(=O)OC(C)(C)C)C(=O)OCC